1-(3-methyl-7-propan-2-yl-6-bicyclo[2.2.2]oct-3-enyl)ethanone CC=1CC2C(CC1CC2C(C)C)C(C)=O